(3R,7aS)-3-phenyltetrahydropyrrolo[1,2-c]oxazol-5(3H)-one C1(=CC=CC=C1)[C@H]1OC[C@H]2N1C(CC2)=O